C(C1=CC=CC=C1)N1C(N(C=C1)CC)CSC#N 1-benzyl-2-(thiocyanomethyl)-3-ethylimidazole